2-fluoro-5'-formyl-2'-(methoxymethoxy)-[1,1'-biphenyl] FC1=C(C=CC=C1)C1=C(C=CC(=C1)C=O)OCOC